BrC1=CC=C2C(=C(C=NC2=C1)S(=O)(=O)NC1CCC1)Cl 7-bromo-4-chloro-N-(cyclobutyl)quinoline-3-sulfonamide